C(=O)C=1N2C(CN(C3=CC=CC(C1)=C23)C(=O)OC(C)(C)C)C tert-butyl 2-formyl-11-methyl-1,9-diazatricyclo[6.3.1.04,12]dodeca-2,4(12),5,7-tetraene-9-carboxylate